(R)-4-((1-acryloylazepan-4-yl)oxy)-6-(1-methyl-1H-pyrazol-4-yl)pyrazolo[1,5-a]pyrazine-3-carbonitrile C(C=C)(=O)N1CC[C@@H](CCC1)OC=1C=2N(C=C(N1)C=1C=NN(C1)C)N=CC2C#N